C(CCC)N(C(=O)OCC1=C(SC(=C1)Cl)C1=NC=C(C(=N1)C)O[C@@H]1C[C@H](CCC1)C(=O)[O-])C (1S,3S)-3-((2-(3-(((butyl(methyl)carbamoyl)oxy)methyl)-5-chlorothiophen-2-yl)-4-methyl Pyrimidine-5-yl)oxy)cyclohexane-1-carboxylate